CC1=NC(=CC=C1C=O)N1C=NC(=C1)C 2-methyl-6-(4-methyl-1H-imidazol-1-yl)pyridine-3-carbaldehyde